FC1=C(C=CC(=C1)F)N1CCN(CCC1)C(=O)OC(C)(C)C Tert-butyl 4-(2,4-difluorophenyl)-1,4-diazacycloheptane-1-carboxylate